lactic acid-13C [13C](C(O)C)(=O)O